8-(3,5-dichlorophenyl)-7-fluoro-4-morpholinoquinoline-3-carboxylic acid ClC=1C=C(C=C(C1)Cl)C=1C(=CC=C2C(=C(C=NC12)C(=O)O)N1CCOCC1)F